C1(=CC=CC=C1)C(=C)C1=NNC=C1 3-(1-phenylvinyl)-1H-pyrazole